NN1CCN(CC1)N bisaminopiperazine